[Cl-].OCCCCN(C)C Hydroxypropyl-trimethylamine chloride